1-{[(2S,3S,4R)-3-ethyl-4-methoxy-5-oxopyrrolidin-2-yl]methoxy}-7-methoxyisoquinoline C(C)[C@H]1[C@H](NC([C@@H]1OC)=O)COC1=NC=CC2=CC=C(C=C12)OC